N-(2-(2-((2-methoxy-4-(piperidin-1-yl)phenyl)amino)quinazolin-8-yl)pyridin-4-yl)acrylamide COC1=C(C=CC(=C1)N1CCCCC1)NC1=NC2=C(C=CC=C2C=N1)C1=NC=CC(=C1)NC(C=C)=O